C(#N)C1=CC=CC(=N1)C(CNC(OC(C)(C)C)=O)(C)C=1C(=NN(C1OC)C)C tert-butyl N-[2-(6-cyano-2-pyridyl)-2-(5-methoxy-1,3-dimethyl-pyrazol-4-yl)propyl]carbamate